2,6-di-tert-butyl-4-(4-phenylbenzylidene)cyclohexene C(C)(C)(C)C1=CC(CC(C1)=CC1=CC=C(C=C1)C1=CC=CC=C1)C(C)(C)C